N-((4R,5S,7R,8R,9S,10R)-8,10-dihydroxy-7-(hydroxymethyl)-9-(4-(3,4,5-trifluorophenyl)-1H-1,2,3-triazol-1-yl)-1,6-dioxaspiro[4.5]dec-4-yl)benzofuran-4-carboxamide O[C@H]1[C@H](O[C@@]2([C@@H](CCO2)NC(=O)C=2C=CC=C3C2C=CO3)[C@@H]([C@H]1N1N=NC(=C1)C1=CC(=C(C(=C1)F)F)F)O)CO